O(C)C1=C(C=C(C=C1)C1=C(C=NC2=CC=CC=C12)[N+](=O)[O-])C 4-(4-Methoxyl-3-methylphenyl)-3-nitroquinoline